N-(2-fluoro-4-(hydrazinecarbonyl)benzyl)-N-(1-methyl-1H-indazol-7-yl)ethanesulfonamide FC1=C(CN(S(=O)(=O)CC)C=2C=CC=C3C=NN(C23)C)C=CC(=C1)C(=O)NN